5-(2-(dimethylaminoethyl-oxy)ethyl)oxy-6-benzenesulfonamido-N-carboxymethyl-isoindolin-1,3-dione CN(C)CCOCCOC=1C=C2C(N(C(C2=CC1NS(=O)(=O)C1=CC=CC=C1)=O)CC(=O)O)=O